C(C=C)(=O)N1C[C@@H](N(CC1)C1=NC(N2C3=C(C(=C(C=C13)Cl)C1=C(C=C(C(=C1)F)F)F)SC[C@@H]2CC2CCN(CC2)C2COC2)=O)C (3S)-7-((S)-4-acryloyl-2-methylpiperazin-1-yl)-9-chloro-3-((1-(oxetan-3-yl)piperidin-4-yl)methyl)-10-(2,4,5-trifluorophenyl)-2H-[1,4]thiazino[2,3,4-ij]quinazolin-5(3H)-one